COC(C1=CC(=C(C(=C1)[N+](=O)[O-])N[C@H](C)CCCC(=O)OCC)Br)=O (R)-3-bromo-4-((6-ethoxy-6-oxohexan-2-yl)amino)-5-nitrobenzoic acid methyl ester